4-(piperidin-4-yl)-3,4-dihydro-2H-benzo[b][1,4]oxazin N1CCC(CC1)N1C2=C(OCC1)C=CC=C2